COC=1C=C2C(=NC=3C4=C(C=CC3C2=CC1OC)C=C1C(=C4)OCO1)OCCCN1CCN(CC1)C 2,3-Dimethoxy-13-(3-(4-methylpiperazin-1-yl)propoxy)-[1,3]dioxolo[4',5':4,5]benzo[1,2-c]phenanthridine